CC1=C(C=C2C(=N1)NC=C2)/C=C/C(=O)OC Methyl (E)-3-(6-methyl-1H-pyrrolo[2,3-b]pyridin-5-yl)acrylate